2-bromo-N-(3-chloro-4-cyanophenyl)-2-methylpropanamide BrC(C(=O)NC1=CC(=C(C=C1)C#N)Cl)(C)C